N[C@H](CCN(C(OCC(Cl)(Cl)Cl)=O)C)CSC1=CC=CC=C1 (R)-2,2,2-trichloroethyl (3-amino-4-(phenylthio)butyl)(methyl)carbamate